triethylene glycol methylheptyl ether CC(CCCCCC)OCCOCCOCCO